C(#N)C=1C=NN2C1C(=CC(=C2)C=2C=NN(C2)[C@H]2CN(CC2)C(=O)C=2C=C(C=CC2)NC(C=C)=O)OC (R)-N-(3-(3-(4-(3-cyano-4-methoxypyrazolo[1,5-a]pyridin-6-yl)-1H-pyrazol-1-yl)pyrrolidine-1-carbonyl)phenyl)acrylamide